tetrabenzyl pyrophosphate O(P(OCC1=CC=CC=C1)(=O)OP(=O)(OCC1=CC=CC=C1)OCC1=CC=CC=C1)CC1=CC=CC=C1